sodium acetylbutyrolactone salt C(C)(=O)C1C(=O)OCC1.[Na]